NC\C=C(\CN1N=NC2=C1C=C(C=C2C2=CC(=CC=C2)S(=O)(=O)N2CC(CC2)(F)F)C(=O)OC)/F methyl (Z)-1-(4-amino-2-fluorobut-2-en-1-yl)-4-(3-((3,3-difluoropyrrolidin-1-yl)sulfonyl)phenyl)-1H-benzo[d][1,2,3]triazol-6-carboxylate